C(C)(C)(C)OC(NC1(CNC1)C)=O N-(3-methylazetidin-3-yl)carbamic acid tert-butyl ester